C(#N)[C@H](C[C@H]1C(NCCC1)=O)NC(=O)[C@H]1N(C[C@H]2[C@@H]1CCC2)C(=O)C2(C1=CC=CC=C1C=1C=CC=CC21)O (1S,3aR,6aS)-N-((S)-1-Cyano-2-((S)-2-oxopiperidin-3-yl)ethyl)-2-(9-hydroxy-9H-fluorene-9-carbonyl)octahydrocyclopenta[c]pyrrole-1-carboxamide